N2-(5-methoxy-4-(3-(pyrrolidin-1-yl)propoxy)pyridin-2-yl)-N4,6-dimethylpyridine-2,4-diamine COC=1C(=CC(=NC1)NC1=NC(=CC(=C1)NC)C)OCCCN1CCCC1